[N+](=O)([O-])C1=CC=C(C=C1)C1=CC=C(C=C1)[N+](=O)[O-] dinitro-1,1'-biphenyl